NC=1C(=NC=C(C1)C1=CC(=CC=C1)C(C)(F)F)C(=O)NCCOCCNCC(=O)N1CCN(CC1)C(C1=C(C=CC(=C1)CC1=NNC(C2=CC=CC=C12)=O)F)=O 3-amino-5-[3-(1,1-difluoroethyl)phenyl]-N-[2-[2-[[2-[4-[2-fluoro-5-[(4-oxo-3H-phthalazin-1-yl)methyl]benzoyl]piperazin-1-yl]-2-oxo-ethyl]amino]ethoxy]ethyl]pyridine-2-carboxamide